(1S,4S)-5-(4-((2-fluoro-3-(trifluoromethyl)phenyl)amino)pyrido[3,2-d]pyrimidin-6-yl)-2,5-diazabicyclo[2.2.1]heptan FC1=C(C=CC=C1C(F)(F)F)NC=1C2=C(N=CN1)C=CC(=N2)N2[C@@H]1CN[C@H](C2)C1